C(C1CO1)OC=1C(=CC=CC1)C Ortho-cresyl glycidyl ether